(S)-2-((5-amino-6-fluoro-1H-pyrrolo[3,2-b]pyridin-2-yl)methyl)-5-fluoro-1'-(prop-2-yn-1-yl)spiro[isoindoline-1,3'-pyrrolidine]-2',3-dione NC1=C(C=C2C(=N1)C=C(N2)CN2C(C1=CC(=CC=C1[C@@]21C(N(CC1)CC#C)=O)F)=O)F